(S)-4-(2-methylpiperazin-1-yl)phenol hydrochloride salt Cl.C[C@@H]1N(CCNC1)C1=CC=C(C=C1)O